CN1C(CC(CC1)N(C=1SC=2N=C(SC2N1)C=1C=NC(=NC1)C=1C=NNC1)C)C 2-N-(1,2-dimethylpiperidin-4-yl)-N-methyl-5-[2-(1H-pyrazol-4-yl)pyrimidin-5-yl][1,3]thiazolo[5,4-d][1,3]thiazol-2-amine